(R)-2-amino-6-(4-((4-(3-hydroxypropyl)piperazin-1-yl)methyl)-2-methoxybenzyl)-4-(pentane-2-ylamino)pyrido[4,3-d]pyrimidin-5(6H)-one NC=1N=C(C2=C(N1)C=CN(C2=O)CC2=C(C=C(C=C2)CN2CCN(CC2)CCCO)OC)N[C@H](C)CCC